4-([1,2,4]triazolo[4,3-a]pyridin-7-yloxy)-3-methylaniline N=1N=CN2C1C=C(C=C2)OC2=C(C=C(N)C=C2)C